C(C)(C)(C)OC(=O)N1CCC=C(C1)C=1C=NC(=CC1)Cl 5-(6-chloropyridin-3-yl)-3,6-dihydro-2H-pyridine-1-carboxylic acid tert-butyl ester